FC1=C(C(=C(C(=C1F)F)F)F)[B-](C1=C(C(=C(C(=C1F)F)F)F)F)(C1=C(C(=C(C(=C1F)F)F)F)F)C1=C(C(=C(C(=C1F)F)F)F)F.C[NH+](C1=CC=C(C=C1)CCCCCCCCCCCCCCCC)CCCCCCCCCCCCCCCCCC N-methyl-4-hexadecyl-N-octadecyl-anilinium [tetrakis(perfluorophenyl) borate]